5-(benzyloxy)-1-phenylimidazo[1,2-a]quinoline C(C1=CC=CC=C1)OC1=CC=2N(C3=CC=CC=C13)C(=CN2)C2=CC=CC=C2